BrC=1C=C(C=CC1)OC1=C(C=O)C=CC=C1Cl 2-(3-bromophenyloxy)-3-chloro-benzaldehyde